C1(CC1)C1(C[C@H](N(CC1)CC1=C2C=CN(C2=C(C=C1OC)C)C(=O)OC(C)(C)C)C1=CC=C(C=C1)C(=O)OC)O Tert-butyl 4-{[(2S)-4-cyclopropyl-4-hydroxy-2-(4-(methoxycarbonyl) phenyl) piperidin-1-yl] methyl}-5-methoxy-7-methyl-1H-indole-1-carboxylate